CO[Si](C(=C[Si](OC)(OC)OC)OCC)(OC)OC 1,1,1,4,4,4-hexamethoxy(ethoxy)-1,4-disilabut-2-ene